FCC(C)F 1,2-difluoropropane